CN(C1=CC=C(C(=O)C2=C(C=C(C=C2)O)O)C=C1)C 4-dimethylamino-2',4'-dihydroxybenzophenone